NC1=C(SC2=NC=CC(=C21)N2CCN(CCC2)C2=CC=C(C=C2)C(=O)N2CCNCC2)C(=O)N 3-amino-4-[4-[4-(piperazine-1-carbonyl)phenyl]-1,4-diazepan-1-yl]thieno[2,3-b]pyridine-2-carboxamide